C1(=CC=CC=C1)C=1C=C2C=CC=C(C2=CC1)C=O 6-phenyl-1-naphthaldehyde